1-(4-methylphenyl)-2-hepten-1-one CC1=CC=C(C=C1)C(C=CCCCC)=O